4-((2-(methoxy-d3)-2-methylpropyl)amino)pyrido[3,4-d]pyridazin C(OC(CNC=1N=NC=C2C1C=NC=C2)(C)C)([2H])([2H])[2H]